C(C)C1=CNC2=NC=CC(=C21)C=2NC1=CC=C(C=C1C2C(C)C)C2CCNCC2 3-ethyl-4-(3-isopropyl-5-(piperidin-4-yl)-1H-indol-2-yl)-1H-pyrrolo[2,3-b]pyridine